CS(=O)(=O)C=1C=C2C(=CC=NC2=CC1)NC=1C=C(C(=O)NC2=CC(=CC=C2)NC2=CC=NC=C2)C=CC1 3-((6-(methylsulfonyl)quinolin-4-yl)amino)-N-(3-(pyridin-4-ylamino)phenyl)benzamide